3-(trimethoxysilyl)-N-[3-(trimethoxysilyl)propyl]-1-propylamine CO[Si](CCCNCCC[Si](OC)(OC)OC)(OC)OC